sodium [2-[(5,8-difluoro-1-oxo-3,4-dihydroisoquinolin-2(1H)-yl)methyl]phenyl][(trifluoromethyl)sulfonyl]amide FC1=C2CCN(C(C2=C(C=C1)F)=O)CC1=C(C=CC=C1)[N-]S(=O)(=O)C(F)(F)F.[Na+]